O=CNCCOCCOCCOCC oxo-5,8,11-trioxa-2-azatridecan